tert-butyl (S)-4-(7-bromo-6-chloro-8-fluoro-2-((1-methylpyrrolidin-2-yl)methoxy)quinazolin-4-yl)piperazin-1-carboxylate BrC1=C(C=C2C(=NC(=NC2=C1F)OC[C@H]1N(CCC1)C)N1CCN(CC1)C(=O)OC(C)(C)C)Cl